4-(4-Methylpiperazine-1-carbonyl)benzoic acid [3-(1-ethyl-8-oxo-spiro[6,7-dihydro-4H-pyrazolo[3,4-c]azepin-5,4'-tetrahydropyran]-3-yl)-2,2-dimethyl-propyl] ester C(C)N1N=C(C2=C1C(NCC1(CCOCC1)C2)=O)CC(COC(C2=CC=C(C=C2)C(=O)N2CCN(CC2)C)=O)(C)C